[Fe](Cl)(Cl)Cl.[Si](C1=CC=CC=C1)(C1=CC=CC=C1)(C(C)(C)C)OC1=CC(=C(C=C1)C=1NC2=NC=NC(=C2N1)Cl)Cl 8-(4-((Tert-butyldiphenylsilyl)oxy)-2-chlorophenyl)-6-chloro-9H-purine Iron(III) chloride